(R)-morpholin-3-ylmethanol N1[C@@H](COCC1)CO